5-(7-fluoro-2-methyl-2H-indazol-5-yl)pyridin-3-ol dihydrochloride Cl.Cl.FC1=CC(=CC2=CN(N=C12)C)C=1C=C(C=NC1)O